2-(2-tolyl)tetrahydrofuran C1(=C(C=CC=C1)C1OCCC1)C